OCCONC(=O)C1=CC2=C(N=CN2CC2OCCC2)C(=C1NC1=C(C=C(C=C1)Br)Cl)F 6-(4-Bromo-2-chloro-phenylamino)-7-fluoro-3-(tetrahydro-furan-2-ylmethyl)-3H-benzoimidazole-5-carboxylic acid (2-hydroxy-ethoxy)-amide